COC(C(C(F)(F)OC)(F)F)=O methoxytetrafluoropropionic acid methyl ester